(2R,3S)-2-((E)-3-(5-chloro-7-fluoro-1H-benzo[d]imidazol-1-yl)prop-1-en-1-yl)piperidin-3-ol ClC1=CC2=C(N(C=N2)C/C=C/[C@H]2NCCC[C@@H]2O)C(=C1)F